ClC1=NC=C(C(=C1)N1CCC(CC1)(F)CO)C#CC=1C=NN(C1)C1CCOCC1 (1-(2-chloro-5-((1-(tetrahydro-2H-pyran-4-yl)-1H-pyrazol-4-yl)ethynyl)pyridin-4-yl)-4-fluoropiperidin-4-yl)methanol